FC(C1=CC=CC2=C1N=C(S2)N)(F)F 4-Trifluoromethylbenzo[d]thiazol-2-amin